FC(COC1=C(C=CC=C1)B1OC(C(O1)(C)C)(C)C)F 2-(2-(2,2-difluoroethoxy)phenyl)-4,4,5,5-tetramethyl-1,3,2-dioxaborolane